C[C@@H]1O[C@@H](CN(C1)C1=CC=CC(=N1)C=1N=C(SC1)NC(=O)C1N(CC1)C(C1=CC(=C(C=C1)C)S(=O)(=O)C)=O)C N-(4-(6-((2S,6R)-2,6-dimethylmorpholino)pyridin-2-yl)thiazol-2-yl)-1-(4-methyl-3-(methylsulfonyl)benzoyl)azetidine-2-carboxamide